ClC=1C=CC(=C(C1)N1CC(N(CC1=O)C(C(=O)NC1=CC(=C(C(=O)N)C=C1)F)CC1=CC=CC=C1)=O)N1N=NC(=C1)Cl 4-(2-(4-(5-chloro-2-(4-chloro-1H-1,2,3-triazol-1-yl)phenyl)-2,5-dioxopiperazin-1-yl)-3-phenylpropanamido)-2-fluorobenzamide